benzyl-2-dimethylamino-1-(4-morpholinophenyl)-1-butanone C(C1=CC=CC=C1)C(C(=O)C1=CC=C(C=C1)N1CCOCC1)(CC)N(C)C